butyl-1-methylpiperidinium tetrafluoroborate F[B-](F)(F)F.C(CCC)[N+]1(CCCCC1)C